N1(NC=CC1)N Pyrazolineamine